COC1=C(C=CC=2C(=CCCCC21)B2OC(C(O2)(C)C)(C)C)C(=O)OC methyl 4-methoxy-9-(4,4,5,5-tetramethyl-1,3,2-dioxaborolan-2-yl)-6,7-dihydro-5H-benzo[7]annulene-3-carboxylate